COC1=CC=C(C=C1)C1=NN2C(=NC=3C(=CC=CC3C2=N1)CSC)NC=1C(N=CC=CC1)=O (3R)-3-({2-(4-methoxyphenyl)-7-[(methylthio)methyl][1,2,4]triazolo[1,5-c]quinazolin-5-yl}amino)azepin-2-one